[Cl-].C(C=C)(=O)NCCC[N+](CCCCCCCCCCCCCCCCCC)(C)C N-acrylamidopropyl-N,N-dimethyl-N-octadecylammonium chloride